O=C1NC(CC[C@@H]1N1C(C2=CC=C3C(=C2C1)OCC31CCN(CC1)C(=O)OC(C)(C)C)=O)=O tert-butyl (S)-7-(2,6-dioxopiperidin-3-yl)-6-oxo-7,8-dihydro-2H,6H-spiro[furo[2,3-e]isoindole-3,4'-piperidine]-1'-carboxylate